((S)-1-((R)-3-(2-(4-(4-fluorophenyl)piperazin-1-yl)ethyl)-1-oxo-2-oxa-8-azaspiro[4.5]decan-8-yl)-1-oxopropan-2-yl)carbamic acid tert-butyl ester C(C)(C)(C)OC(N[C@H](C(=O)N1CCC2(C[C@@H](OC2=O)CCN2CCN(CC2)C2=CC=C(C=C2)F)CC1)C)=O